C(C)N(CC)CC=1C=CC(=NC1)/C=C/C1=NNC2=CC(=CC=C12)SC1=C(C(=O)NC)C=CC=C1 2-({3-[(E)-2-{5-[(diethylamino)methyl]pyridin-2-yl}vinyl]-1H-indazol-6-yl}thio)-N-methylbenzamide